(tetrahydrothiophen-2-yl) methyl ketone CC(=O)C1SCCC1